N-[4-(4-bromophenyl)thiazol-2-yl]-N-(3,5-dimethylphenyl)-2-iodo-acetamide BrC1=CC=C(C=C1)C=1N=C(SC1)N(C(CI)=O)C1=CC(=CC(=C1)C)C